OC1(CCC=2N(C3=CC=CC=C3C2C12C(N(C1=CC=CC=C21)C)=O)C)C 3-hydroxy-1',3,9-trimethyl-1,2,3,9-tetrahydrospiro[carbazole-4,3'-indoline]-2'-one